(5'S,7a'R)-5'-(3,5-difluorophenyl)-1-(5-ethyl-1,2-oxazole-3-carbonyl)tetrahydro-3'H-spiro[piperidine-4,2'-pyrrolo[2,1-b][1,3]oxazol]-3'-one FC=1C=C(C=C(C1)F)[C@@H]1CC[C@H]2OC3(C(N21)=O)CCN(CC3)C(=O)C3=NOC(=C3)CC